ClC=1C=C2CC(COC2=CC1)C(=O)C1=CN(C2=NC(=CC=C21)C=2C=NNC2F)CCN(C)C (6-Chlorochroman-3-yl)-[1-[2-(dimethylamino)ethyl]-6-(5-fluoro-1H-pyrazol-4-yl)pyrrolo[2,3-b]pyridin-3-yl]methanone